tert-butyl 4,4-difluoro-2-(imino(methoxy)methyl)pyrrolidine-1-carboxylate FC1(CC(N(C1)C(=O)OC(C)(C)C)C(OC)=N)F